N-(2-chloro-3'-(5-(((2-fluoroethyl)amino)methyl)-4-methoxymethylpyridinoylamino)-2'-methyl-[1,1'-biphenyl]-3-yl)-1,5-dimethyl-4,5,6,7-tetrahydro-1H-imidazo[4,5-c]pyridine-2-carboxamide ClC1=C(C=CC=C1NC(=O)C=1N(C2=C(CN(CC2)C)N1)C)C1=C(C(=CC=C1)NC(=O)C1=NC=C(C(=C1)COC)CNCCF)C